(3-cyanophenyl)-3-(2-ethylpyrazol-3-yl)-N-(2-hydroxy-2-methyl-propyl)pyrazolo[1,5-a]pyrimidine-5-carboxamide C(#N)C=1C=C(C=CC1)C1=NN2C(N=C(C=C2)C(=O)NCC(C)(C)O)=C1C=1N(N=CC1)CC